OC(CC1=CC=C(C=C1)N1C(N=C(C=C1)NC(=O)N1CCN(CC1)C(C(C)(C)NC(OC(C)(C)C)=O)=O)=O)CC tert-butyl (1-(4-((1-(4-(2-hydroxybutyl)phenyl)-2-oxo-1,2-dihydropyrimidin-4-yl)carbamoyl)piperazin-1-yl)-2-methyl-1-oxopropan-2-yl)carbamate